C(C)OP(OCC)(=O)C1SCCCS1 (1,3-dithiane-2-yl)phosphonic acid diethyl ester